4-benzyl-2-(3-(benzyloxy)phenyl)-3-oxopiperazine-1-carboxylic acid tert-butyl ester C(C)(C)(C)OC(=O)N1C(C(N(CC1)CC1=CC=CC=C1)=O)C1=CC(=CC=C1)OCC1=CC=CC=C1